[F-].C(CCC)[N+](CCCC)(CCCC)CCCC N,N,N-tributylbutan-1-aminium fluoride